C(CCC)C=1C(=C(C(=CC1)OC)CCO)O E-butyl-hydroxyanisoleethanol